ClC=1C(=NC(=NC1)N[C@H]1[C@@H]([C@@H]2C(O[C@H]([C@H]1[2H])O2)([2H])[2H])O)C=2C=C(C1=C(N(C(=N1)C(C)(C)O)C(C)C)C2)F (1S,2S,3R,4S,5S)-3-((5-chloro-4-(4-fluoro-2-(2-hydroxypropan-2-yl)-1-isopropyl-1H-benzo[d]imidazol-6-yl)pyrimidin-2-yl)amino)-6,8-dioxabicyclo[3.2.1]octan-4,7,7-d3-2-ol